2-(((2S,3R,4S,5R,6R)-3,5-Dihydroxy-6-(hydroxymethyl)-4-(4-(3,4,5-trifluorophenyl)-1H-1,2,3-triazol-1-yl)tetrahydro-2H-pyran-2-yl)thio)-N-ethyl-3-hydroxy-N-methylpentanamid O[C@H]1[C@@H](O[C@@H]([C@@H]([C@@H]1N1N=NC(=C1)C1=CC(=C(C(=C1)F)F)F)O)CO)SC(C(=O)N(C)CC)C(CC)O